4-(cyclohexylamino)-2-((2-methoxy-4-(methyl-sulfonyl)phenyl)amino)-7H-pyrrolo[2,3-d]pyrimidine-5-carbonitrile C1(CCCCC1)NC=1C2=C(N=C(N1)NC1=C(C=C(C=C1)S(=O)(=O)C)OC)NC=C2C#N